(2-(2-(2-FLUORO-3,4-DIHYDROXYPHENYL)THIAZOL-4-YL)ACETYL)GLYCINE FC1=C(C=CC(=C1O)O)C=1SC=C(N1)CC(=O)NCC(=O)O